2-chloro-4-[[4-[[(1S)-2-hydroxy-1-phenyl-ethyl]amino]-5-(1H-triazol-5-yl)pyrimidin-2-yl]amino]benzamide ClC1=C(C(=O)N)C=CC(=C1)NC1=NC=C(C(=N1)N[C@H](CO)C1=CC=CC=C1)C1=CN=NN1